Cl.FC1=CC=C(C=C1)SC=1C=C2CCC=C(C2=CC1)CN {6-[(4-fluorophenyl)thio]-3,4-dihydro-naphthalen-1-yl}methylamine, hydrochloride